2-chloro-N-(1-cyanocyclopropyl)-5-[1-[2,6-dichloro-4-[1,2,2,2-tetrafluoro-1-(trifluoromethyl)ethyl]phenyl]triazol-4-yl]thiophene-3-carboxamide ClC=1SC(=CC1C(=O)NC1(CC1)C#N)C=1N=NN(C1)C1=C(C=C(C=C1Cl)C(C(F)(F)F)(C(F)(F)F)F)Cl